N-(3-chloro-5-(methylsulfonamido)phenyl)-5-(piperidine-1-carbonyl)-1-(pyridin-2-yl)-1H-pyrrole-3-carboxamide ClC=1C=C(C=C(C1)NS(=O)(=O)C)NC(=O)C1=CN(C(=C1)C(=O)N1CCCCC1)C1=NC=CC=C1